4-methyl-3-p-tolylisoxazol-5(4H)-one CC1C(=NOC1=O)C1=CC=C(C=C1)C